(S)-N-((R)-4-Hydroxy-3-oxo-1-((S)-2-oxopyrrolidin-3-yl)butan-2-yl)-2-(2-methyl-4H-thieno[3,2-b]pyrrole-5-carbonyl)-2-azabicyclo[2.2.2]octane-3-carboxamide OCC([C@@H](C[C@H]1C(NCC1)=O)NC(=O)[C@H]1N(C2CCC1CC2)C(=O)C2=CC1=C(N2)C=C(S1)C)=O